1-bromo-2,3,5,6-tetradeutero-4-fluoro-benzene BrC1=C(C(=C(C(=C1[2H])[2H])F)[2H])[2H]